propionic acid, Propyl ester C(CC)(=O)OCCC